1-(2-(4-aminopiperidin-1-yl)-5-chloropyrimidin-4-yl)-N-(2-(imidazo[1,2-a]pyridin-3-yl)propan-2-yl)-N-methylazetidine-3-carboxamide NC1CCN(CC1)C1=NC=C(C(=N1)N1CC(C1)C(=O)N(C)C(C)(C)C1=CN=C2N1C=CC=C2)Cl